tert-butyl (2S,4R)-2-(3-ethoxy-3-oxopropanoyl)-pyrrolidine-1-carboxylate C(C)OC(CC(=O)[C@H]1N(CCC1)C(=O)OC(C)(C)C)=O